tert-butyl (3S,4R)-4-(4-bromo-5-methyl-triazol-1-yl)-3-fluoro-piperidine-1-carboxylate BrC=1N=NN(C1C)[C@H]1[C@H](CN(CC1)C(=O)OC(C)(C)C)F